ClC1=C(C#N)C=CC(=C1)N1CC2(CC1)CCN(CC2)C(C2=CC=C(C=C2)N2CCN(CC2)CC2(CCN(CC2)C=2C=C1C(N(C(C1=CC2)=O)C2C(NC(CC2)=O)=O)=O)OC)=O 2-chloro-4-(8-(4-(4-((1-(2-(2,6-dioxopiperidin-3-yl)-1,3-dioxoisoindolin-5-yl)-4-methoxypiperidin-4-yl)methyl)piperazin-1-yl)benzoyl)-2,8-diazaspiro[4.5]decan-2-yl)benzonitrile